CN1CC(CC1)NC(OC1=CC=CC=C1)=O phenyl (1-methylpyrrolidin-3-yl)carbamate